C1(CC1)OC=1C(N(C=C2C1N=C(N=C2N[C@H](C)C2=C(C(=CC=C2)C(F)F)F)C)C2(CC2)C)=O (R)-8-cyclopropoxy-4-((1-(3-(difluoromethyl)-2-fluorophenyl)ethyl)amino)-2-methyl-6-(1-methylcyclopropyl)pyrido[4,3-d]pyrimidine-7(6H)-one